N1(C=NCC1)CCC[SiH3] 3-(2-imidazolin-1-yl)propylsilane